N12CCC(CC1)CC2 1-azabicyclo(2.2.2)octane